ClC=1C=C2CCN(CC2=CC1)C(C(C)(C)O)=O 6-chloro-2-(2-hydroxy-2-methylpropionyl)-1,2,3,4-tetrahydroisoquinoline